CC(C[C@H]1C(OCCC1)=O)(C)[N+](=O)[O-] (S)-3-(2-methyl-2-nitropropyl)tetrahydro-2H-pyran-2-one